3'-O-(2-nitrobenzyl)-2'-deoxyadenosine [N+](=O)([O-])C1=C(CO[C@H]2C[C@@H](O[C@@H]2CO)N2C=NC=3C(N)=NC=NC23)C=CC=C1